NC1=CC(=C(C(=O)O)C=C1)Cl 4-Amino-2-chlorobenzoic acid